BrC1=CC=C(C=C1)S(=O)(=O)CC1(CC1)COC 1-bromo-4-(((1-(methoxymethyl)cyclopropyl)methyl)sulfonyl)benzene